ClC1=C2C=NN(C2=CC(=C1)S(=O)(=O)NC(C)C)C=1SC(=NN1)C(F)F 4-chloro-1-(5-(difluoromethyl)-1,3,4-thiadiazol-2-yl)-N-isopropyl-1H-indazole-6-sulfonamide